C(CCCC(=O)OC(CCCCCCCCCCC)=O)(=O)OC(CCCCCCCCCCC)=O di(lauroyl) glutarate